2-(piperidin-4-yl)quinazoline-4(3H)-on formate C(=O)O.N1CCC(CC1)C1=NC2=CC=CC=C2C(N1)=O